NC1=NC=2C=NC(=CC2C2=C1[C@H](OC2)C)C(=O)N2[C@@H](COC[C@@H]2C2=NC=C(C=C2)C(F)(F)F)C ((3R)-4-amino-3-methyl-1,3-dihydrofuro[3,4-c][1,7]naphthyridin-8-yl)((3R,5S)-3-methyl-5-(5-(trifluoromethyl)-2-pyridinyl)-4-morpholinyl)methanone